racemic-3-acetylmercapto-2-methylpropanoic acid C(C)(=O)SC[C@@H](C(=O)O)C |r|